FC1=CC=CC2=C1N=C(S2)CN (4-fluorobenzo[d]thiazol-2-yl)methylamine